5,5-difluoro-7,9-dimethyl-3-(3-oxo-3-((3-((4-(3-(piperazin-1-yl)phenyl)pyrimidin-2-yl)amino)phenyl)amino)propyl)-5H-dipyrrolo[1,2-c:2',1'-f][1,3,2]diazaborinin-4-ium-5-uide F[B-]1([N+]=2C(=CC=3N1C(=CC3C)C)C=CC2CCC(NC2=CC(=CC=C2)NC2=NC=CC(=N2)C2=CC(=CC=C2)N2CCNCC2)=O)F